(Z)-2-(5-bromo-1H-indol-3-yl)-3-(4-methoxypyridin-3-yl)-acrylonitrile BrC=1C=C2C(=CNC2=CC1)/C(/C#N)=C/C=1C=NC=CC1OC